benzyl 8-(2-ethoxy-2-oxoethyl)chromane-3-carboxylate C(C)OC(CC=1C=CC=C2CC(COC12)C(=O)OCC1=CC=CC=C1)=O